Cl.NC1CCC(CC1)N(C(C(F)(F)F)=O)C N-trans-(4-aminocyclohexyl)-2,2,2-trifluoro-N-methyl-acetamide hydrochloric acid salt